tert-butyl (6aR,8S)-2-(3,5-difluoro-2-methoxyphenyl)-8-hydroxy-6a,7,8,9-tetrahydropyrrolo-[1',2':4,5]pyrazino[2,3-c]pyridazine-5(6H)-carboxylate FC=1C(=C(C=C(C1)F)C=1C=C2C(=NN1)N(C[C@@H]1N2C[C@H](C1)O)C(=O)OC(C)(C)C)OC